BrC1=CC=C(S1)C1COC1 3-(5-bromo-2-thienyl)oxetan